4-((S*)-1-((3R,7R)-2-(3,4-dichlorobenzoyl)-3,7-dimethyl-10-oxo-1,3,4,7,8,10-hexahydropyrido[4',3':3,4]pyrazolo[1,5-a]pyrazin-9(2H)-yl)ethyl)-N-methylbenzenesulfonamide ClC=1C=C(C(=O)N2CC=3C(=NN4C3C(N(C[C@H]4C)[C@@H](C)C4=CC=C(C=C4)S(=O)(=O)NC)=O)C[C@H]2C)C=CC1Cl |o1:18|